benzyl N-[(1S)-2-[[2-[[(1S)-1-cyano-2-[(3S)-2-oxopyrrolidin-3-yl]ethyl]amino]-1-[(4,4-difluorocyclohexyl)methyl]-2-oxo-ethyl]amino]-1-(1-naphthylmethyl)-2-oxo-ethyl]carbamate C(#N)[C@H](C[C@H]1C(NCC1)=O)NC(C(CC1CCC(CC1)(F)F)NC([C@H](CC1=CC=CC2=CC=CC=C12)NC(OCC1=CC=CC=C1)=O)=O)=O